C1(CC1)C1=C(C=CC(=C1)N1CCN(CC1)C)NC1=NC=C(C(=N1)NCCCNC(=O)C1CCC1)C(F)(F)F N-(3-((2-((2-cyclopropyl-4-(4-methylpiperazin-1-yl)phenyl)amino)-5-(trifluoromethyl)pyrimidin-4-yl)amino)propyl)cyclobutanecarboxamide